Ethyl 5-(2,4-difluorophenoxy)picolinate FC1=C(OC=2C=CC(=NC2)C(=O)OCC)C=CC(=C1)F